N=1C=NN2C1C=C(C=C2)OC2=C(C=C(C=C2)NC=2C1=C(N=CN2)C=NC(=C1)N1[C@H](CN(CC1)C(C=C)=O)C)C (S)-1-(4-(4-((4-([1,2,4]triazolo[1,5-a]pyridin-7-yloxy)-3-methylphenyl)amino)pyrido[3,4-d]pyrimidin-6-yl)-3-methylpiperazin-1-yl)prop-2-en-1-one